(R)-1-((2R,3R,4S,5R,6R)-6-(allylthio)-3,4,5-trihydroxytetrahydro-2H-pyran-2-yl)-3,3-dimethylpent-4-en-1-aminium formate C(=O)[O-].C(C=C)S[C@@H]1[C@@H]([C@H]([C@H]([C@H](O1)[C@@H](CC(C=C)(C)C)[NH3+])O)O)O